FCC(CF)N1N=NC2=C1C=C(C=C2)C=2C(=CN1N=C(N=C(C12)OC)N[C@@H]1[C@@H](CN(CC1)CCOC)F)F 5-(1-(1,3-difluoropropan-2-yl)-1H-benzo[d][1,2,3]triazol-6-yl)-6-fluoro-N-((3R,4S)-3-fluoro-1-(2-methoxyethyl)piperidin-4-yl)-4-methoxypyrrolo[2,1-f][1,2,4]triazin-2-amine